C(=C)C12CC2C1 vinylbicyclo[1.1.0]butane